CC1(C2COC(C12)=O)C 6,6-dimethyl-2-oxo-3-oxabicyclo[3.1.0]hexane